2-(4-chlorophenyl)-2H-indazole ClC1=CC=C(C=C1)N1N=C2C=CC=CC2=C1